methyl 2-(((3-oxabicyclo[3.1.0]hexan-6-yl)methyl)(benzo[d]thiazol-5-ylmethyl)amino)-2-oxoacetate C12COCC2C1CN(C(C(=O)OC)=O)CC=1C=CC2=C(N=CS2)C1